NC=1C2=C(N=CN1)N(C(=C2C2=CC=C(C=C2)OC2=CC=CC=C2)C#CC2CCN(CC2)CCO)C(C)C 2-(4-((4-amino-7-isopropyl-5-(4-phenoxyphenyl)-7H-pyrrolo[2,3-d]pyrimidin-6-yl)ethynyl)piperidin-1-yl)ethanol